(6-bromopyridine-2-yl)boric acid BrC1=CC=CC(=N1)OB(O)O